Dibenzo[b,d]thiophen-1-ol C1(=CC=CC=2SC3=C(C21)C=CC=C3)O